IC1=C(C(=O)NC2=CC(=CC=C2)O)C=CC=C1 2-iodo-N-(3-hydroxyphenyl)benzamide